disulfite S(=O)([O-])OS(=O)[O-]